(2-[(triethoxysilyl)methoxy]-5-hydroxyphenyl)tri(p-tolyl)phosphonium bromide [Br-].C(C)O[Si](OCC)(OCC)COC1=C(C=C(C=C1)O)[P+](C1=CC=C(C=C1)C)(C1=CC=C(C=C1)C)C1=CC=C(C=C1)C